1-(4-(5-(7-(1-Methyl-1H-pyrazol-4-yl)quinolin-5-yl)pyridin-2-yl)-piperazin-1-yl)-2-(piperidin-4-yl)ethan-1-one hydrochloride Cl.CN1N=CC(=C1)C1=CC(=C2C=CC=NC2=C1)C=1C=CC(=NC1)N1CCN(CC1)C(CC1CCNCC1)=O